The molecule is an indole alkaloid that is (16alpha)-curan substituted by a hydroxy group at position 17. It has a role as an antiplasmodial drug and a metabolite. It is an indole alkaloid, a primary alcohol and an organic heteropentacyclic compound. CC[C@@H]1CN2CC[C@@]34[C@@H]2C[C@@H]1[C@@H]([C@@H]3NC5=CC=CC=C45)CO